2,2,6,6-tetramethyl-piperidylamine CC1(N(C(CCC1)(C)C)N)C